NC1CC2CCC(C1)N2C(=O)C2=CC=C(S2)C2=C(C=C(C=C2)C)F 5-(3-Amino-8-azabicyclo[3.2.1]octane-8-carbonyl)-2-(2-fluoro-4-methylphenyl)thiophene